octa-2,6-dienamide C(C=CCCC=CC)(=O)N